ClC=1C=C(C=2N(N1)C(=CN2)F)[C@@H]2[C@H](C2)C2=CC1=C(OC(O1)(F)F)C=C2 |r| racemic-6-chloro-8-((1S,2S)-2-(2,2-difluorobenzo[d][1,3]dioxol-5-yl)cyclopropyl)-3-fluoroimidazo[1,2-b]pyridazine